3-isopropylbenzeneFormic acid C(C)(C)C=1C=C(C=CC1)C(=O)O